34-iodo-2,5,8,11,14,17,20,23,26,29,32-undecaoxatetratriacontane ICCOCCOCCOCCOCCOCCOCCOCCOCCOCCOCCOC